C1(=CC=CC2=CC=CC=C12)C(C)N(C(OC(C)(C)C)=O)CC1OC2=CC=CC=C2/C(/C1)=N/NS(=O)(=O)C1=CC=C(C)C=C1 tert-butyl (E)-(1-(naphthalen-1-yl)ethyl)((4-(2-tosylhydrazineylidene)chroman-2-yl)methyl)carbamate